FC=1C(=C(C(=O)OCC)C=C(C1)[N+](=O)[O-])C=1C=NN(C1)CC(F)(F)F Ethyl 3-fluoro-5-nitro-2-[1-(2,2,2-trifluoroethyl)-1H-pyrazol-4-yl]benzoate